3-methyl-7,8-dihydropyrido[4,3-c]pyridazine-3,6(5H)-dicarboxylic acid 6-tert-butyl ester C(C)(C)(C)OC(=O)N1CC=2C(=NNC(C2)(C(=O)O)C)CC1